N[C@H]1C(N(C2=C(C(C1)(F)F)C=C(C(=C2)C2=NN=C(O2)C(C#N)(C)C)F)CC2=CC=C(C=C2)C2=NC=C(C=C2F)C(F)(F)F)=O 2-[5-[(3R)-3-amino-5,5,7-trifluoro-1-[[4-[3-fluoro-5-(trifluoromethyl)-2-pyridyl]phenyl]methyl]-2-oxo-3,4-dihydro-1-benzazepin-8-yl]-1,3,4-oxadiazol-2-yl]-2-methyl-propanenitrile